NC1=C(C(N(C(N1C1CC1)=O)C)=O)C(=O)N 6-amino-1-cyclopropyl-3-methyl-2,4-dioxo-1,2,3,4-tetrahydropyrimidine-5-carboxamide